ClC1=C(C(=CC=C1)F)CC1=NOC(N1CC1CCCCCC1)=O 3-[(2-chloro-6-fluorophenyl)methyl]-4-(cycloheptylmethyl)-4,5-dihydro-1,2,4-oxadiazol-5-one